2-((3-(1-hydroxyethyl)phenyl)amino)-6-methyl-5-phenylnicotinonitrile OC(C)C=1C=C(C=CC1)NC1=C(C#N)C=C(C(=N1)C)C1=CC=CC=C1